2-(4-(tert-butyl)phenyl)-N-methylthiazol-5-amine C(C)(C)(C)C1=CC=C(C=C1)C=1SC(=CN1)NC